C(C)(C)(C)OC(=O)N1N=C(C(=C1OCC)Br)C1=CC(=C(C=C1)C#N)F 4-bromo-3-(4-cyano-3-fluorophenyl)-5-ethoxy-1H-pyrazole-1-carboxylic acid tert-butyl ester